4-Methylisonipecotonitrile hydrochloride Cl.CC1(CCNCC1)C#N